COC1=C(C(=C(C(=O)OC)C(=C1C)C(F)(F)F)C)C Methyl 4-methoxy-2,3,5-trimethyl-6-(trifluoromethyl)benzoate